methyl {1-[1-({3,4-difluoro-2-[(2-fluoro-4-iodophenyl)amino]phenyl}carbonyl)-3-hydroxyazetidin-3-yl]ethyl}carbamate FC=1C(=C(C=CC1F)C(=O)N1CC(C1)(O)C(C)NC(OC)=O)NC1=C(C=C(C=C1)I)F